N1C(COCC1)C1=CC2=C(C(NC=C2C#N)=O)N1COCC[Si](C)(C)C 2-morpholin-3-yl-7-oxo-1-(2-trimethylsilylethoxymethyl)-6H-pyrrolo[2,3-c]pyridine-4-carbonitrile